6,7-dimethoxy-2-(1-methylindol-4-yl)-4-(piperidine-1-carbonyl)isoquinolin-1(2H)-one COC=1C=C2C(=CN(C(C2=CC1OC)=O)C1=C2C=CN(C2=CC=C1)C)C(=O)N1CCCCC1